6-[2-chloro-6-(8-methyl-[1,2,4]triazolo[1,5-a]pyridin-6-yl)phenyl]-3-(6-methoxy-4-isoquinolyl)-1H-thieno[3,2-d]pyrimidine-2,4-dione ClC1=C(C(=CC=C1)C=1C=C(C=2N(C1)N=CN2)C)C2=CC=1NC(N(C(C1S2)=O)C2=CN=CC1=CC=C(C=C21)OC)=O